FC(C)(F)C1=NC=CC(=N1)NC1=CC(=NC=C1C1=NC=C(N=C1)C)NC(C)=O N-(4-((2-(1,1-difluoroethyl)pyrimidin-4-yl)amino)-5-(5-methylpyrazin-2-yl)pyridin-2-yl)acetamide